O.[Ti].[Al].[S].[P] phosphorus sulfur aluminum titanium water